ClC=1C=C2C(=NC=NC2=C(C1)C(F)(F)F)NC(C)C=1N(N=CN1)C1=NC=CC=N1 6-chloro-N-[1-(2-pyrimidin-2-yl-1,2,4-triazol-3-yl)ethyl]-8-(trifluoromethyl)quinazolin-4-amine